FC(C1=C(CC2CC3(CN(C3)C=O)C2)C=CC=C1)(F)F (6-(2-(trifluoromethyl)benzyl)-2-azaspiro[3.3]heptan-2-yl)methanone